3-fluoro-L-alanine-2-ethylbutyl ester C(C)C(COC([C@@H](N)CF)=O)CC